4-(chloromethyl)-1-methyl-piperidine ClCC1CCN(CC1)C